C12(CCC3=CC=CC(=C13)O)CCC1=CC=CC(=C12)O 2,2',3,3'-tetrahydro-1,1'-spirobi[1H-indene]-7,7'-diol